tert-Butyl 4-(3-(methoxycarbonyl)phenyl)-3,6-dihydropyridine-1(2H)-carboxylate COC(=O)C=1C=C(C=CC1)C=1CCN(CC1)C(=O)OC(C)(C)C